N=1N(N=CC1)C1CCN(CC1)C1=C(C#N)C=CC=C1C=1C=NC(=CC1)F 2-(4-(2H-1,2,3-triazol-2-yl)piperidin-1-yl)-3-(6-fluoropyridin-3-yl)benzonitrile